C(C)(C)(C)OC(=O)N[C@@H](CCC(N(CCNC(=O)OC(C)(C)C)CCNC(=O)OC(C)(C)C)=O)C(=O)OC Methyl N2-(tert-butoxycarbonyl)-N5,N5-bis(2-((tert-butoxycarbonyl)amino)ethyl)-L-glutaminate